N-(3-((2-bromo-4-(perfluoropropane-2-yl)-6-(trifluoromethyl)phenyl)carbamoyl)-2-fluorophenyl)-5-chloro-N-methylthiophene-2-carboxamide BrC1=C(C(=CC(=C1)C(C(F)(F)F)(C(F)(F)F)F)C(F)(F)F)NC(=O)C=1C(=C(C=CC1)N(C(=O)C=1SC(=CC1)Cl)C)F